C(C=CC=CCCCCCCCCCCCCCCCCC)(=O)O docosadienic acid